ONC=N N-hydroxyformamidine